COC=1C=C(OCC2=CC(=NC=C2)C2=CC(=C(C(=O)N)C=C2)C)C=CC1C(F)(F)F 4-{4-[3-methoxy-4-(trifluoromethyl)phenoxymethyl]pyridin-2-yl}-2-methylbenzamide